C[Si](C)(C)C#CC1=CC=C2C(CCOC2=C1)NC(OC(C)(C)C)=O tert-butyl (7-((trimethylsilyl)ethynyl)chroman-4-yl)carbamate